CCCC[N+]#[C-] N-Butyl Isocyanide